ClCC=1C=C(C=O)C=CC1 3-(chloromethyl)benzaldehyde